bis(2-ethylhexyl) isophthalate C(C1=CC(C(=O)OCC(CCCC)CC)=CC=C1)(=O)OCC(CCCC)CC